4-(Chlorotetrafluoro-λ6-sulfanyl)nitrobenzene ClS(C1=CC=C(C=C1)[N+](=O)[O-])(F)(F)(F)F